C1(=CC=CC=C1)C1N(CCCC1)C(=O)OC(C)(C)C tert-butyl 2-phenylpiperidine-1-carboxylate